C(C)(C)(C)OC(=O)N(C1=CC(=NC=2N1N=CC2C2CC2)O[C@@H]2CN(CCC2)C(=O)OC(C)(C)C)CC2=CC=C(C=C2)C2=NC=CC=C2 tert-butyl (S)-3-((7-((tert-butoxycarbonyl)(4-(pyridin-2-yl)benzyl)amino)-3-cyclopropylpyrazolo[1,5-a]pyrimidin-5-yl)oxy)piperidine-1-carboxylate